N-[6-(5-chloro-1,3-benzoxazol-2-yl)spiro[3.3]heptane-2-yl]pyrrolidine-3-carboxamide lithium ethyl-methacrylate C(C)OC(C(=C)C)=O.[Li].ClC=1C=CC2=C(N=C(O2)C2CC3(CC(C3)NC(=O)C3CNCC3)C2)C1